C1=CC(=CC2=C1C=CCCC2)O 6,7-dihydro-5H-benzo[7]annulen-3-ol